C(\C=C\C(=O)O)(=O)O.S1C=CC2=C1C=CC=C2 benzothiophene fumarate